[Na+].FC1=CC=C(C=C1)C(=CCOC1=CC(=C(OCC(=O)[O-])C=C1)C)C1=CC=C(C=C1)C#CCN1CCOCC1 [4-[3-(4-Fluorophenyl)-3-[4-[3-(morpholin-4-yl)propynyl]phenyl]allyloxy]-2-methyl-phenoxy]acetic acid sodium salt